FC(OC1=C(C(=C(C=C1)C1=CN=C2N1C=CN=C2NC2=CC(=C(C(=O)N1CCN(CC1)C(=O)C1CCN(CC1)CC1CN(C1)C(=O)OC(C)(C)C)C=C2)CC)F)F)F tert-Butyl 3-((4-(4-(4-((3-(4-(difluoromethoxy)-2,3-difluorophenyl)imidazo[1,2-a]pyrazin-8-yl)amino)-2-ethylbenzoyl)piperazine-1-carbonyl)piperidin-1-yl)methyl)azetidine-1-carboxylate